N1C=NC(=C1)S(=O)(=O)N1C[C@H]([C@H](CC1)NC1=NC=C(C(=N1)C1=CC(=C(S1)C(C)(C)O)C#N)C(F)(F)F)C 5-(2-(((3R,4S)-1-((1H-imidazol-4-yl)sulfonyl)-3-methylpiperidin-4-yl)amino)-5-(trifluoromethyl)pyrimidin-4-yl)-2-(2-hydroxypropan-2-yl)thiophene-3-carbonitrile